2-(anthracen-9-ylmethyl)-8-(naphthalen-1-ylmethyl)hexahydro-2H-pyrazino[1,2-a]pyrazine-6,9-dione C1=CC=CC2=CC3=CC=CC=C3C(=C12)CN1CC2N(CC1)C(CN(C2=O)CC2=CC=CC1=CC=CC=C21)=O